C(CCCCCCCC)(=O)O.C([C@H](O)[C@H](O)CO)O Erythritol pelargonate